3-(4-(methoxycarbonyl)phenyl)piperazine-1-carboxylic acid tert-butyl ester C(C)(C)(C)OC(=O)N1CC(NCC1)C1=CC=C(C=C1)C(=O)OC